6-benzyl-N-((5-chloropyridin-2-yl)methyl)-2-methyl-5-oxo-5,6-dihydro-1,6-naphthyridine-3-carboxamide C(C1=CC=CC=C1)N1C(C=2C=C(C(=NC2C=C1)C)C(=O)NCC1=NC=C(C=C1)Cl)=O